ClC1=CC=C2C=C(NC2=C1)C(=O)NCC=1C=C2CN(C(C2=CC1)=O)C1C(NC(CC1)=O)=O 6-chloro-N-((2-(2,6-dioxopiperidin-3-yl)-1-oxoisoindolin-5-yl)methyl)-1H-indole-2-carboxamide